C(SCC)(OC1=CC=C(C=C1)[N+](=O)[O-])=O S-ethyl O-(4-nitrophenyl) carbonothioate